N-(3-(benzo[d]oxazol-2-yl)phenyl)-2-(2-chlorophenyl)acetamide tert-butyl-3-(methylamino)piperidine-1-carboxylate C(C)(C)(C)OC(=O)N1CC(CCC1)NC.O1C(=NC2=C1C=CC=C2)C=2C=C(C=CC2)NC(CC2=C(C=CC=C2)Cl)=O